C(CCC)OC=1C=C(C=CC1OC)CC1NC(NC1)=O 4-(3-butoxy-4-methoxyphenyl)methyl-2-imidazolidinone